C1(CC1)C=1N=C(C2=C(N1)CN(CC2)C(=O)C2=C(OC=1N=CN=C(C12)NC1(CC1)C)C)OC 5-{2-cyclopropyl-4-methoxy-5h,6h,7h,8h-pyrido[3,4-d]pyrimidine-7-carbonyl}-6-methyl-N-(1-methylcyclopropyl)furo[2,3-d]pyrimidin-4-amine